N-hydroxy-1-methyl-6-oxo-N-(4-((4-(4-(trifluoromethyl)piperidin-1-yl)phenyl)amino)benzyl)piperidine-3-carboxamide ON(C(=O)C1CN(C(CC1)=O)C)CC1=CC=C(C=C1)NC1=CC=C(C=C1)N1CCC(CC1)C(F)(F)F